CN1CC(CC1)OCCN1C(NC(C2=C1C=CN2)=O)=S 1-(2-((1-methylpyrrolidin-3-yl)oxy)ethyl)-2-thioxo-1,2,3,5-tetrahydro-4H-pyrrolo[3,2-d]pyrimidin-4-one